CC1(OB(OC1(C)C)C1=CC=C(C=C1)C(CC)(O)C1=CC(=CC=C1)C(F)(F)F)C 1-(4-(4,4,5,5-tetramethyl-1,3,2-dioxaborolan-2-yl)phenyl)-1-(3-(trifluoromethyl)phenyl)propan-1-ol